2-(2-((3R,4R)-3-Amino-4-fluoropiperidin-1-yl)-5,6-difluoro-1H-benzo[d]imidazol-1-yl)-N-cyclopropyl-N-(2,2-difluoroethyl)acetamid N[C@@H]1CN(CC[C@H]1F)C1=NC2=C(N1CC(=O)N(CC(F)F)C1CC1)C=C(C(=C2)F)F